ClC1=C(C=CC=C1C1=C(C(=NC=C1)C1=CC=C2C(=CN(C2=C1)C)CNC[C@@H](C)O)Cl)C1=CC=C(C(=N1)OC)CNC[C@H]1CCC(N1)=O (R)-5-((((6-(2-chloro-3-(3-chloro-2-(3-((((R)-2-hydroxypropyl)amino)methyl)-1-methyl-1H-indol-6-yl)pyridin-4-yl)phenyl)-2-methoxypyridin-3-yl)methyl)amino)methyl)pyrrolidin-2-one